COC(C1=C(C=CC(=C1)F)N(CC1=CC=CC=C1)CC1=CC=CC=C1)=O (dibenzylamino)-5-fluorobenzoic acid methyl ester